ClCC=1C=CC(=NC1)N1N=C(C=C1C)C(F)(F)F 5-(chloromethyl)-2-(5-methyl-3-(trifluoromethyl)-1H-pyrazol-1-yl)pyridine